BrC1=C(C=CC=C1)C(C(F)(F)F)(C=C)O 2-(2-bromophenyl)-1,1,1-trifluorobut-3-en-2-ol